10-(3,5-di(t-butyl)-4-hydroxybenzyl)-9,10-dihydro-9-oxa-10-phosphaphenanthrene-10-oxide C(C)(C)(C)C=1C=C(CP2(OC3=CC=CC=C3C=3C=CC=CC23)=O)C=C(C1O)C(C)(C)C